di(2,6-xylyl) phosphate P(=O)(OC1=C(C=CC=C1C)C)(OC1=C(C=CC=C1C)C)[O-]